NC1=C(C(=CC=C1)F)NC1=NC(=NC=C1Cl)NC1=CC=C(C=C1)N1CCN(CC1)C N4-(2-amino-6-fluorophenyl)-5-chloro-N2-(4-(4-methylpiperazin-1-yl)phenyl)pyrimidine-2,4-diamine